4-methylbenzenesulfonic acid (tert-butyloxycarbonylamino) ester C(C)(C)(C)OC(=O)NOS(=O)(=O)C1=CC=C(C=C1)C